N-(cyclopropylmethyl)-2-propanamine hydrochloride CC(C)NCC1CC1.Cl